ethylenediamine disodium salt [Na].[Na].C(CN)N